FC1=C(C=C(C=C1)F)C1=CC=C(C=C1)N1C(N(CC(C1)C(=O)N)C=1SC=C(N1)C)=O 1-(2',5'-difluoro-[1,1'-biphenyl]-4-yl)-3-(4-methylthiazol-2-yl)-2-oxohexahydropyrimidine-5-carboxamide